C1(=CC=CC=C1)C1=CC=C(C=C1)OC1=CC=CC=C1 4-phenyl-1-phenoxybenzene